N'-methyl-N'-[1-[2-methyl-4-(trifluoromethyl)phenyl]ethyl]oxamide CN(C(C(N)=O)=O)C(C)C1=C(C=C(C=C1)C(F)(F)F)C